FC1=CC=C(C=C1)[C@@H]1N(CCC2=CC=CC=C12)C(=O)[C@@H]1CC[C@H](CO1)N(C(OC(C)(C)C)=O)CCOC tert-butyl ((3R,6S)-6-((S)-1-(4-fluorophenyl)-1,2,3,4-tetrahydroisoquinoline-2-carbonyl)tetrahydro-2H-pyran-3-yl)(2-methoxyethyl)carbamate